CC=1C=CC(=C(C(=O)O)C1)[Se]C1=NC(=CC(=N1)OC)OC 5-methyl-2-((4,6-dimethoxy-pyrimidin-2-yl)seleno)benzoic acid